[Si](C)(C)(C(C)(C)C)ON1[C@@H]2CC[C@H](N(C1=O)C2)C(=N)N (2S,5R)-6-((tert-butyldimethylsilyl)oxy)-7-oxo-1,6-diazabicyclo[3.2.1]octan-2-carboxamidine